C(C)=C1C(N(C2=CC=CC=C12)CCC1=CC=CC=C1)=O 3-ethylidene-1-phenethylindolin-2-one